N-(4-((2-(1,1-difluoroethyl)-6-(1-(2,2,2-trifluoroethyl)-1H-pyrazol-4-yl)pyrimidin-4-yl)amino)-5-methoxypyridin-2-yl)acetamide FC(C)(F)C1=NC(=CC(=N1)NC1=CC(=NC=C1OC)NC(C)=O)C=1C=NN(C1)CC(F)(F)F